C(C)(C)(C)[Si](OCCCCCCCCCCCCCC#CCOC1OCCCC1)(C1=CC=CC=C1)C1=CC=CC=C1 tert-butyldiphenyl-(16-(tetrahydro-2H-pyran-2-yloxy)hexadec-14-ynyloxy)silane